tert-butyl-(3R,4R)-4-[3-[1-(2,6-dioxo-3-piperidyl)-3-methyl-2-oxo-benzimidazol-4-yl]azetidin-1-yl]-3-fluoro-piperidine C(C)(C)(C)N1C[C@H]([C@@H](CC1)N1CC(C1)C1=CC=CC=2N(C(N(C21)C)=O)C2C(NC(CC2)=O)=O)F